C(#N)C=1C(=NN(C1NC)C1CCOCC1)C1=CC=C(C=C1)CNC(C1=C(C=CC=C1)OC)=O N-[[4-[4-cyano-5-(methylamino)-1-tetrahydropyran-4-yl-pyrazol-3-yl]phenyl]methyl]-2-methoxy-benzamide